1-[3-(4-amino-7-methyl-5-{4-[(3-methyl-1H-pyrazol-1-yl)methyl]phenyl}-7H-pyrrolo[2,3-d]pyrimidin-6-yl)pyrrolidin-1-yl]prop-2-en-1-one NC=1C2=C(N=CN1)N(C(=C2C2=CC=C(C=C2)CN2N=C(C=C2)C)C2CN(CC2)C(C=C)=O)C